S1C(=CC=C1)N(CCNC(C1=CC=CC=C1)=O)C(NC)=O N-[2-(2-thienyl-methylcarbamoylamino)ethyl]benzamide